CC1=CC(=NN1)NC(C1=CC(=CC=C1)CN1C2=C(C=C3N(C(C=4C=CC=C1C34)=O)C)C=CC=N2)=O N-(5-methyl-1H-pyrazol-3-yl)-3-((1-methyl-2-oxo-1,2-dihydro-6H-pyrido[3',2':6,7]azepino[4,3,2-cd]isoindol-6-yl)methyl)benzamide